N,N-dimethyl-4-(4-(5-(trifluoromethyl)-1,2,4-oxadiazol-3-yl)pyridin-2-yl)-1H-1,2,3-triazole-1-carboxamide CN(C(=O)N1N=NC(=C1)C1=NC=CC(=C1)C1=NOC(=N1)C(F)(F)F)C